NC1CN(CCC1)C1=C2C(=NC=C1)N(C(=N2)C2=CC(=C(C#N)C=C2)F)C2=C(C=C(C=C2)N2CC(CC2)O)F 4-(7-(3-Aminopiperidin-1-yl)-3-(2-fluoro-4-(3-hydroxypyrrolidin-1-yl)phenyl)-3H-imidazo[4,5-b]pyridin-2-yl)-2-fluorobenzonitrile